(S)-2-((2-(1-(carboxymethyl)-6-oxo-1,6-dihydropyridin-3-yl)-1-(1-(isoquinolin-4-yl)piperidin-3-yl)-1-oxo-5,8,11,14-tetraoxa-2-azahexadecan-16-yl)carbamoyl)benzoic acid C(=O)(O)CN1C=C(C=CC1=O)N(C(=O)[C@@H]1CN(CCC1)C1=CN=CC2=CC=CC=C12)CCOCCOCCOCCOCCNC(=O)C1=C(C(=O)O)C=CC=C1